5-iodobenzamide IC=1C=CC=C(C(=O)N)C1